2-ethyl-4-(3-methylphenyl)-1,3-thiazol C(C)C=1SC=C(N1)C1=CC(=CC=C1)C